O=C1N[C@H]2[C@@H](OC1)CCN(C2)C(=O)N2CCC(CC2)N(C(CC2=CC(=CC=C2)C(F)(F)F)=O)C N-[1-[(4aR,8aS)-3-oxo-4,4a,5,7,8,8a-hexahydropyrido[4,3-b][1,4]oxazine-6-carbonyl]piperidin-4-yl]-N-methyl-2-[3-(trifluoromethyl)phenyl]acetamide